C[C@@H]1COCCN1C1=CC(=NC(=N1)C1=C2C(=NC=C1)NC=C2)N=S2(CCN(CC2)C(=O)OCC)=O Ethyl (R)-1-((6-(3-methylmorpholino)-2-(1H-pyrrolo[2,3-b]-pyridin-4-yl)pyrimidin-4-yl)imino)-1λ6-thiomorpholine-4-carboxylate 1-oxide